(R)-N-((4-isopropylphenyl)(2-oxo-2,3-dihydrobenzo[d]oxazol-7-yl)methyl)cyclopropanecarboxamide C(C)(C)C1=CC=C(C=C1)[C@@H](NC(=O)C1CC1)C1=CC=CC=2NC(OC21)=O